NC1=C(N=C(N1C1=C(C(=CC=C1C)O)C)C(=O)N1CC2=CC=CC(=C2C1)C)C#N 5-amino-1-(3-hydroxy-2,6-dimethylphenyl)-2-(4-methylisoindoline-2-carbonyl)-1H-imidazole-4-carbonitrile